4-(3-Ethoxypropyl)-1-thioxo-2,4-dihydro-[1,2,4]triazolo[4,3-a]quinazolin-5(1H)-one C(C)OCCCN1C=2N(C3=CC=CC=C3C1=O)C(NN2)=S